7-(((methylsulfonyl)oxy)methyl)-2-azaspiro[3.5]Nonane-2-carboxylic acid tert-butyl ester C(C)(C)(C)OC(=O)N1CC2(C1)CCC(CC2)COS(=O)(=O)C